C(C)(=O)NC=1C(=CN(C(C1)=O)N1CCOCC1)C(=O)OC methyl 4-acetamido-1-morpholino-6-oxo-pyridine-3-carboxylate